(4R)-2-(2-amino-1,1-dimethyl-2-oxo-ethyl)-4-methyl-N-[5-(2,2,2-trifluoroethyl)-3-pyridyl]-3,4-dihydro-1H-isoquinoline-7-carboxamide NC(C(C)(C)N1CC2=CC(=CC=C2[C@H](C1)C)C(=O)NC=1C=NC=C(C1)CC(F)(F)F)=O